1-(carboxymethyl)-2,4,5-triphenylpyridinium C(=O)(O)C[N+]1=C(C=C(C(=C1)C1=CC=CC=C1)C1=CC=CC=C1)C1=CC=CC=C1